NCCOCCNC=1C(=C(C(=O)NC=2SC(=C(N2)C)C)C=CC1)C ((2-(2-Aminoethoxy)ethyl)amino)-N-(4,5-dimethylthiazol-2-yl)-2-methylbenzamide